2-(((1-(1-methyl-1H-tetrazol-5-yl)-1H-benzo[d]imidazol-2-yl)oxy)methyl)pyridin-4-amine CN1N=NN=C1N1C(=NC2=C1C=CC=C2)OCC2=NC=CC(=C2)N